The molecule is a glucotriose consisting of two alpha-D-glucose residues and a beta-D-glucose at the reducing end joined in sequence by (1->4) glycosidic linkages. It is a glucotriose and a D-Glcp-(1->4)-alpha-D-Glcp-(1->4)-beta-D-Glcp. C([C@@H]1[C@H]([C@@H]([C@H]([C@H](O1)O[C@@H]2[C@H](O[C@@H]([C@@H]([C@H]2O)O)O[C@@H]3[C@H](O[C@H]([C@@H]([C@H]3O)O)O)CO)CO)O)O)O)O